2-((1-(2-cyano-7-methyl-3-(3-(1-methyl-1H-pyrazol-4-yl)-8-azabicyclo[3.2.1]octan-8-yl)quinoxalin-5-yl)ethyl)amino)benzoic acid C(#N)C1=NC2=CC(=CC(=C2N=C1N1C2CC(CC1CC2)C=2C=NN(C2)C)C(C)NC2=C(C(=O)O)C=CC=C2)C